COC1=C(C=CC(=C1)C)S(=O)(=O)NC(C)(C1=CC=CC=C1)C 2-methoxy-4-methyl-N-(1-methyl-1-phenyl-ethyl)benzenesulfonamide